NC1=NC=CC=C1[C@@H](C)N(C1=NC(=NC(=C1F)Cl)OCC1(CC1)CN1CCOCC1)C (R)-N-(1-(2-aminopyridin-3-yl)ethyl)-6-chloro-5-fluoro-N-methyl-2-((1-(morpholinomethyl)cyclopropyl)methoxy)pyrimidin-4-amine